C(C)C=1C(NC=2C=C(C=NC2C1)CN1C[C@H](CC1)NC=1C=CC(=NC1)C(=O)NC)=O (S)-5-((1-((7-ethyl-6-oxo-5,6-dihydro-1,5-naphthyridin-3-yl)methyl)pyrrolidin-3-yl)amino)-N-methylpicolinamide